3-cyano-N-(3,3-difluorocyclobutyl)-5-methoxy-2-methyl-pyrazolo[1,5-a]pyrimidine-7-carboxamide C(#N)C=1C(=NN2C1N=C(C=C2C(=O)NC2CC(C2)(F)F)OC)C